4-(4-nitrophenyl)cyclohexanone [N+](=O)([O-])C1=CC=C(C=C1)C1CCC(CC1)=O